5-bromo-N-(2-(3-(fluoromethyl)azetidin-1-yl)ethyl)pyridin-2-amine BrC=1C=CC(=NC1)NCCN1CC(C1)CF